C(CC)[C@]1(C(=C(C(=O)O1)O)O)[C@@H](O)COC(CCCCCCCCCCCCCCC)=O Propyl-6-O-Palmitoyl-l-ascorbic acid